BrC=1C(=CC=2C3=C(C(=NC2C1F)SC)C=C(N3[C@H]3[C@H]1CN([C@@H]3C1)C(=O)OC(C)(C)C)[C@@H]1NCCC1)CCC#N tert-butyl (1R,4R,5S)-5-(7-bromo-8-(2-cyanoethyl)-6-fluoro-4-(methylthio)-2-((R)-pyrrolidin-2-yl)-1H-pyrrolo[3,2-c]quinolin-1-yl)-2-azabicyclo[2.1.1]hexane-2-carboxylate